(-)-N-{3,3-difluoro-2-[5-fluoro-6-(4-fluorophenyl)-4-(2-hydroxypropan-2-yl)pyridin-2-yl]-2-hydroxyAminopropyl}-8-methoxy-3-methylcinnoline-6-carboxamide FC(C(CNC(=O)C=1C=C2C=C(N=NC2=C(C1)OC)C)(NO)C1=NC(=C(C(=C1)C(C)(C)O)F)C1=CC=C(C=C1)F)F